methyl-bromocresol CC=1C(=C(C(=CC1)O)C)Br